1-(4-(5-isobutyl-2-sulfamoylthiophen-3-yl)benzyl)-1H-imidazol-3-ium C(C(C)C)C1=CC(=C(S1)S(N)(=O)=O)C1=CC=C(CN2C=[NH+]C=C2)C=C1